(2E)-2,3-dibromobut-2-ene-1,4-diyl bis(trichloroacetate) ClC(C(=O)OC/C(=C(/COC(C(Cl)(Cl)Cl)=O)\Br)/Br)(Cl)Cl